N[C@@H]1[C@@H](CCCC1(F)F)NC1N(C(C=2C(=NC=C(C21)F)C=2C=NN(C2)C)=O)CC2=C(C=C(C=C2)OC)OC cis-2-Amino-3,3-difluorocyclohexylamino-2-(2,4-dimethoxybenzyl)-7-fluoro-4-(1-methyl-1H-pyrazol-4-yl)-1H-pyrrolo[3,4-c]pyridin-3(2H)-one